4-monochlorobenzoyl peroxide ClC1=CC=C(C(=O)OOC(C2=CC=C(C=C2)Cl)=O)C=C1